C1#CC1 Cyclopropyne